3-(2-phenyl-1H-imidazol-1-yl)propanenitrile C1(=CC=CC=C1)C=1N(C=CN1)CCC#N